1-(azepan-1-yl)tetradec-13-en-1-one N1(CCCCCC1)C(CCCCCCCCCCCC=C)=O